N-(((S)-2-fluoro-1,2,3,5,6,7-hexahydro-s-indacen-4-yl)carbamoyl)-6-methyl-N'-trityl-6,7-dihydro-5H-pyrazolo[5,1-b][1,3]oxazine-3-sulfonimidamide F[C@H]1CC2=CC=3CCCC3C(=C2C1)NC(=O)NS(=O)(=NC(C1=CC=CC=C1)(C1=CC=CC=C1)C1=CC=CC=C1)C=1C=NN2C1OCC(C2)C